CS(=O)(=O)C1=CC=C(C=C1)N1CCN(CC1)CCN1C(SC=2C=3N(C=NC21)N=CN3)=O 3-(2-(4-(4-(methylsulfonyl)phenyl)piperazin-1-yl)ethyl)thiazolo[5,4-e][1,2,4]triazolo[1,5-c]pyrimidin-2(3H)-one